N-ethyl-4-methyl-1-piperazinethiocarboxamide C(C)NC(=S)N1CCN(CC1)C